C(C)(=O)N1CCN(CC1)C1=C(C(=C(C(=N1)SC(C(=O)N)C1=CC=CC=C1)C#N)CC)C#N 2-((6-(4-acetylpiperazin-1-yl)-3,5-dicyano-4-ethylpyridin-2-yl)sulfanyl)-2-phenylacetamide